C1(CCCCC1)C1=CC=C(C=C1)C1CCCCC1 1,4-dicyclohexylbenzene